1-({3,4-difluoro-2-[(2-fluoro-4-iodophenyl)amino]Phenyl}carbonyl)-N-methylazetidin-3-amine FC=1C(=C(C=CC1F)C(=O)N1CC(C1)NC)NC1=C(C=C(C=C1)I)F